C(C)C=1C(N(CC1C)C(=O)N)=O 3-ethyl-4-methyl-2-oxo-2,5-dihydro-1H-pyrrole-1-carboxamide